NC=1C(=C(C=C2C=C(N=CC12)NC(O[C@@H]1[C@H]([C@@](C1)(C)O)C)=O)C1=C(C2=C(OCCN2)N=C1)C)F (1s,2r,3s)-3-hydroxy-2,3-dimethylcyclobutyl (8-amino-7-fluoro-6-(8-methyl-2,3-dihydro-1H-pyrido[2,3-b][1,4]oxazin-7-yl)isoquinolin-3-yl)carbamate